BrC=1C=NC=2N(C1)C(=CN2)C=O 6-BROMOIMIDAZO[1,2-A]PYRIMIDINE-3-CARBALDEHYDE